BrC1=NC(=CC(=C1)C)C 2-bromo-4,6-dimethylpyridine